C1(CC1)C1=C(C(=NN1C1=CC=C(C=C1)CN1C(CCC1)=O)C(F)(F)F)CO 1-[[4-[5-cyclopropyl-4-(hydroxymethyl)-3-(trifluoromethyl)pyrazol-1-yl]phenyl]methyl]pyrrolidin-2-one